N1(C=NC=C1)C=1C=CC(=C(C1)O)C=1N=NC(=CN1)C=C1CC(NC(C1)(C)C)(C)C 5-(1H-imidazol-1-yl)-2-(6-((2,2,6,6-tetramethylpiperidin-4-ylidene)methyl)-1,2,4-triazin-3-yl)phenol